[SiH3][O-].[Na+] Sodium silanolate